Cl.Cl.NC1=CC=C(C(=N1)C)CNC([C@H](C)NC(=O)[C@H]1NC[C@@H](C1)CC1=CC=CC=C1)=O (2S,4R)-N-((S)-1-(((6-amino-2-methylpyridin-3-yl)methyl)amino)-1-oxopropan-2-yl)-4-benzylpyrrolidine-2-carboxamide dihydrochloride